Difluoro-di-iso-propylaminovinyl-silane F[SiH](C=CN(C(C)C)C(C)C)F